ClC1=NC=C(C(=N1)C1=CC=C(C=C1)COC)F 2-chloro-5-fluoro-4-(4-(methoxymethyl)phenyl)pyrimidine